(5R)-N-(1-(((2S)-1-Amino-4-methyl-1-oxopentan-2-yl)amino)-2-(4-ethylphenyl)-1-oxobutan-2-yl)-7,7-dimethyl-5-phenyl-4,5,6,7-tetrahydropyrazolo[1,5-a]pyrimidine-3-carboxamide NC([C@H](CC(C)C)NC(C(CC)(C1=CC=C(C=C1)CC)NC(=O)C=1C=NN2C1N[C@H](CC2(C)C)C2=CC=CC=C2)=O)=O